C(C)N1N=NC(=C1)N 1-ethyl-1H-1,2,3-triazol-4-amine